sodium, monohydrate O.[Na]